NC1=C(C=NN1[C@@H](C(F)(F)F)C1(CC1)F)C(=O)N1C[C@@]2(CCC1)C1=C(NC(O2)=O)C=CC(=C1F)Cl |o1:6| (R)-1'-(5-Amino-1-((R or S)-2,2,2-trifluoro-1-(1-fluorocyclopropyl)ethyl)-1H-pyrazole-4-carbonyl)-6-chloro-5-fluorospiro[benzo[d][1,3]oxazine-4,3'-piperidin]-2(1H)-one